CC=1N=C(C2=C(N1)C1=C(O2)C=CC=C1)N1[C@@H](C[C@@H](C1)CC(NC1=CC=NC=C1)=O)C(=O)O (2S,4R)-1-(2-methyl-benzofuro[3,2-d]pyrimidin-4-yl)-4-(2-oxo-2-(pyridin-4-ylamino)ethyl)-pyrrolidine-2-carboxylic acid